NC1=C(C(N(C(N1)=O)C)=O)NCC1=CC=C(C=C1)Cl 6-amino-5-(4-chlorobenzylamino)-3-methylpyrimidine-2,4(1H,3H)-dione